2-methyl-alpha-methoxyiminophenylacetamide CC1=C(C=CC=C1)C(C(=O)N)=NOC